C(C1CO1)OC1=CC=CC=C1 4-glycidoxybenzene